(R)-1-(1-(Cyclopentylmethyl)piperidin-3-yl)-6-methyl-5-(8-methyl-[1,2,4]triazolo[1,5-a]pyridin-6-yl)-1,3-dihydro-2H-benzo[d]imidazol-2-on C1(CCCC1)CN1C[C@@H](CCC1)N1C(NC2=C1C=C(C(=C2)C=2C=C(C=1N(C2)N=CN1)C)C)=O